CC(CCCCCCCCCCCCCC)CC(CCCCCCCCCCCCCCCCCC)C 15,17-dimethyl-pentatriacontane